tert-butyl (12aR)-9-bromo-7-[2-(dimethylamino)ethoxy]-10-fluoro-6-oxo-3,4,12,12a-tetrahydro-6H-pyrazino[2,1-c][1,4]benzoxazepine-2(1H)-carboxylate BrC1=C(C2=C(C(N3[C@@H](CO2)CN(CC3)C(=O)OC(C)(C)C)=O)C(=C1)OCCN(C)C)F